BrC=1C=C(C=C(C1)C)C=1N(OC(N1)(C(=O)OC)CC(=O)OC)C Methyl 3-(3-Bromo-5-Methylphenyl)-5-(2-Methoxy-2-Oxoethyl)-2-Methyl-2,5-Dihydro-1,2,4-Oxadiazole-5-Carboxylate